O[C@H]1[C@@H](CCC2=C1N=C(S2)C(=O)N)[C@@H]2N1C(C3=CC=CC=C23)=CN=C1 (4S,5S)-4-hydroxy-5-((S)-5H-imidazo[5,1-a]isoindol-5-yl)-4,5,6,7-tetrahydrobenzo[d]thiazole-2-carboxamide